C(C1=CC=CC=C1)N1N=C(N=C1)N1C(C(N(C(C1([2H])[2H])([2H])[2H])C=1C=NN2C1C=CC(=C2)C=2C=NN(C2)C)([2H])[2H])([2H])[2H] 3-(4-(1-benzyl-1H-1,2,4-triazol-3-yl)piperazin-1-yl-2,2,3,3,5,5,6,6-d8)-6-(1-methyl-1H-pyrazol-4-yl)pyrazolo[1,5-a]pyridine